6-{[2-chloro-4-methoxy-6-(pent-4-en-1-yloxy)phenyl]amino}-3-[5-(prop-2-en-1-yl)isoquinolin-4-yl]-1-[(2,4,5-trifluorophenyl)methyl]-1,3,5-triazine-2,4-dione ClC1=C(C(=CC(=C1)OC)OCCCC=C)NC1=NC(N(C(N1CC1=C(C=C(C(=C1)F)F)F)=O)C1=CN=CC2=CC=CC(=C12)CC=C)=O